C(=O)(O)CN1CCN(CCN(C[C@H](N(CC1)CC(=O)[O-])CC1=CC=C(C=C1)OCCOCCOCCOC)CC(=O)[O-])CC(=O)[O-].[Gd+3] Gadolinium 2,2',2''-[(2R)-10-(carboxymethyl)-2-(4-(2-[2-(2-methoxyethoxy)ethoxy] ethoxy)benzyl)-1,4,7,10-tetraazacyclododecane-1,4,7-triyl]triacetate